4-Hydroxy-N-(5-methoxypyrimidin-2-yl)-1,5-dimethyl-2-oxo-6,7-dihydro-5H-cyclopenta[b]pyridine-3-carboxamide OC=1C2=C(N(C(C1C(=O)NC1=NC=C(C=N1)OC)=O)C)CCC2C